N1C(N=CN=C1)=O [1,3,5]-triazin-2-one